ClC=1C=C2C=C(NC2=CC1)CNC(N([C@H]1CN(CCC1)C(=O)C=1C=NC=NC1)C)=O (R)-3-((5-chloro-1H-indol-2-yl)methyl)-1-methyl-1-(1-(pyrimidine-5-carbonyl)piperidin-3-yl)urea